[C@H](C)(CC)[C@@H]1N(CC2=C(NC1=O)C=CC=C2)C(=O)N(C)C (S)-3-((S)-sec-butyl)-N,N-dimethyl-2-oxo-1,2,3,5-tetrahydro-4H-benzo[e][1,4]diazepine-4-carboxamide